(+-)-4-(3-(2-((2R)-2-hydroxy-7-azabicyclo[2.2.1]heptan-7-yl)acetyl)-2-methyl-5-((E)-4-(methylthio)but-1-en-1-yl)-1H-pyrrol-1-yl)benzonitrile O[C@H]1C2CCC(C1)N2CC(=O)C2=C(N(C(=C2)\C=C\CCSC)C2=CC=C(C#N)C=C2)C